BrC1=CC(=C2C(=NC=NC2=C1)NC=1C(=C2C=CC=NC2=CC1)F)O[C@@H](C)[C@H](C)N(C)C 7-bromo-5-(((2S,3S)-3-(dimethylamino)butan-2-yl)oxy)-N-(5-fluoroquinolin-6-yl)quinazolin-4-amine